5-bromo(4-methoxyphenyl)-3-((4-nitrobutyl)thio)-3a,8a-dihydrofuro[2,3-b]benzofuran BrC=1C=CC2=C(C3C(O2)OC(=C3SCCCC[N+](=O)[O-])C3=CC=C(C=C3)OC)C1